mercury(II) sulfate S(=O)(=O)([O-])[O-].[Hg+2]